C(C1=CC=CC=C1)OC1CC2(CCNC=3N2N=C(C3C(=O)N)C3=CC=C2C=CC(=NC2=C3)C3=CC=CC=C3)C1 3-(benzyloxy)-2'-(2-phenylquinolin-7-yl)-5',6'-dihydro-4'H-spiro[cyclobutane-1,7'-pyrazolo[1,5-a]pyrimidine]-3'-carboxamide